C(CCCCCCCC1C(CCCCCCCC)O1)(=O)OC Methyl 9,10-Epoxystearate